FC=1C=C(C=CC1)C=1C(=NN(C1C(=O)O)C=1SC(=C(N1)N1CCNCC1)SC(C)C)C 4-(3-fluorophenyl)-1-(5-(isopropylsulfanyl)-4-(piperazin-1-yl)thiazol-2-yl)-3-methyl-1H-pyrazole-5-carboxylic acid